4-(4-(4-((1H-Indazol-5-yl)ethynyl)-[2,4'-bipyrimidin]-2'-yl)piperazin-1-yl)phenol N1N=CC2=CC(=CC=C12)C#CC1=NC(=NC=C1)C1=NC(=NC=C1)N1CCN(CC1)C1=CC=C(C=C1)O